FC(C=1C=NC=2CCN(CC2C1)C1=NC=2N(C3=C1CCC3)C(NN2)=O)(F)F 5-(3-(Trifluoromethyl)-7,8-dihydro-1,6-naphthyridin-6(5H)-yl)-2,6,7,8-tetrahydro-1H-cyclopenta[e][1,2,4]triazolo[4,3-a]pyrimidin-1-one